N1(N=NC2=C1C=CC=C2)C(=O)C2=NN(C=C2[N+](=O)[O-])CCN(C)C (1H-benzo[d][1,2,3]triazol-1-yl)(1-(2-(dimethylamino)ethyl)-4-nitro-1H-pyrazol-3-yl)methanone